The molecule is a carbazole alkaloid that is 9H-carbazole substituted by a methyl group at position 2, methoxy groups at positions 3 and 4 and a (2S)-2-hydroxypropyl group at position 1. Isolated from mycelial solid culture of Streptoverticillium morookaense, it exhibits antifungal activity. It has a role as a metabolite and an antifungal agent. It is a carbazole alkaloid, an aromatic ether and a secondary alcohol. It derives from a hydride of a 9H-carbazole. CC1=C(C2=C(C3=CC=CC=C3N2)C(=C1OC)OC)C[C@@H](C)O